COC1=CC=C(C=C1)C=1NC2=CC=C(C=C2C(C1)=O)C(=O)OCC ethyl 2-(4-methoxyphenyl)-4-oxo-1,4-dihydroquinoline-6-carboxylate